FC(C(C(C(F)(F)F)(F)F)(F)F)(S(=O)(=O)[O-])F.C1(=CC=CC=C1)[S+](C1=CC=CC=C1)C1=CC=CC=C1 triphenylsulfonium perfluoro-1-butanesulfonate